(1s,3s)-3-isopropoxycyclobutyl (1-(4-(2,6-dioxopiperidin-3-yl)-3,5-difluorophenyl)azetidin-3-yl)carbamate O=C1NC(CC[C@H]1C1=C(C=C(C=C1F)N1CC(C1)NC(OC1CC(C1)OC(C)C)=O)F)=O